[6-(3-cyclopropyl-1,2,4-triazol-1-yl)-2-azaspiro[3.3]heptan-2-yl]-[6-[[1-(2,2,2-trifluoroethyl)pyrazol-4-yl]methyl]-2,6-diazaspiro[3.3]heptan-2-yl]methanone C1(CC1)C1=NN(C=N1)C1CC2(CN(C2)C(=O)N2CC3(C2)CN(C3)CC=3C=NN(C3)CC(F)(F)F)C1